C1(CCCCC1)C=1NC2=C(C=CC=C2C1C=O)C(F)(F)F 2-CYCLOHEXYL-7-(TRIFLUOROMETHYL)-1H-INDOLE-3-CARBOXALDEHYDE